[S].C1=CC=CC=2SC3=CC=CC=C3SC12 thianthrene sulfur